2-ethyl-2-methyl-4-((1-methyl-1H-pyrazol-4-yl)methyl)-N-(1-methylcyclopropyl)-5-oxo-1,2,4,5-tetrahydroimidazo[1,2-a]quinazoline-7-sulfonamide C(C)C1(N=C2N(C3=CC=C(C=C3C(N2CC=2C=NN(C2)C)=O)S(=O)(=O)NC2(CC2)C)C1)C